(2-amino-6-(3-fluoro-2-methylphenyl)imidazo[1,2-a]pyridin-3-yl)(pyrimidin-2-yl)methanone NC=1N=C2N(C=C(C=C2)C2=C(C(=CC=C2)F)C)C1C(=O)C1=NC=CC=N1